CC(C)(C)[S@@](=O)N[C@@H](CC(=O)OCC)C1=CC(=CC=C1)C1=COC=C1 ethyl (S)-3-((R)-1,1-dimethylethylsulfinamido)-3-(3-(furan-3-yl)phenyl)propanoate